OC=1C=C(C=CC1)[C@@H]1C[C@@H](CC1)OC[C@@H]1NCCC[C@@H]1NS(=O)(=O)C N-((2R,3S)-2-((((1R,3S)-3-(3-hydroxyphenyl)cyclopentyl)oxy)methyl)piperidin-3-yl)methanesulfonamide